1,2-di(stearoyl)-sn-glycero-3-phosphorylcholine C(CCCCCCCCCCCCCCCCC)(=O)OC[C@@H](OC(CCCCCCCCCCCCCCCCC)=O)COP(=O)(O)OCC[N+](C)(C)C